8-(2-ethoxy-5-methoxybenzylsulfonyl)-1,3,7-trimethyl-1H-purine-2,6(3H,7H)-dione C(C)OC1=C(CS(=O)(=O)C2=NC=3N(C(N(C(C3N2C)=O)C)=O)C)C=C(C=C1)OC